ClC=1C(=C(C=CC1F)N(C(=O)[C@@H]1CNC(N1C(=O)OCC1=CC=CC=C1)=O)C)F benzyl (S)-5-((3-chloro-2,4-difluorophenyl)(methyl)carbamoyl)-2-oxoimidazolidine-1-carboxylate